N,N,4-trimethylpyridin-2-amine CN(C1=NC=CC(=C1)C)C